(R)-6-chloro-3-((1-(2-(4-(2-methoxypyridin-4-yl)piperidin-1-yl)-3,6-dimethyl-4-oxo-3,4-dihydroquinazolin-8-yl)ethyl)amino)-N-(methylsulfonyl)picolinamide ClC1=CC=C(C(=N1)C(=O)NS(=O)(=O)C)N[C@H](C)C=1C=C(C=C2C(N(C(=NC12)N1CCC(CC1)C1=CC(=NC=C1)OC)C)=O)C